N-(quinoxalin-6-yl)pentanamide N1=CC=NC2=CC(=CC=C12)NC(CCCC)=O